FC=1C(=C(C=CC1F)[C@H]1[C@H](O[C@@]([C@@H]1C)(C(F)(F)F)C)C(=O)NC1=CC(=NC=N1)C(=O)N)OC 6-[[(2S,3S,4R,5S)-3-(3,4-Difluoro-2-methoxy-phenyl)-4,5-dimethyl-5-(trifluoromethyl)tetrahydrofuran-2-carbonyl]amino]pyrimidin-4-carboxamid